O1C=NC2=C1C(=CC=C2)C(=O)OC methyl 7-benzoxazolecarboxylate